2-(4-cyclopropyl-6-methoxypyrimidin-5-yl)-N-(4-(1-methyl-4-(trifluoromethyl)-1H-imidazol-2-yl)benzyl)-7,8-dihydro-5H-spiro[quinazoline-6,2'-[1,3]dioxolan]-4-amine C1(CC1)C1=NC=NC(=C1C1=NC=2CCC3(OCCO3)CC2C(=N1)NCC1=CC=C(C=C1)C=1N(C=C(N1)C(F)(F)F)C)OC